(S)-15-(aminomethyl)-4-chloro-8-ethyl-8-hydroxy-11,14-dihydro-12H-furo[3,2-f]pyrano[3',4':6,7]indolizino[1,2-b]quinoline-9,12(8H)-dione NCC1=C2C(=NC3=CC(=C4C(=C13)C=CO4)Cl)C4=CC1=C(C(N4C2)=O)COC([C@]1(O)CC)=O